3-((ethylphenoxy)carbonylamino-methyl)-3,5,5-trimethylcyclohexylcarbamic acid (ethylphenyl) ester C(C)C1=C(C=CC=C1)OC(NC1CC(CC(C1)(C)C)(C)CNC(=O)OC1=C(C=CC=C1)CC)=O